BrC=1C=NN2C1N=C(N=C2NCC2=NC=1C(=NC=CC1C)N2)N2CCOCC2 8-bromo-N-[(7-methyl-3H-imidazo[4,5-b]pyridin-2-yl)methyl]-2-(morpholin-4-yl)pyrazolo[1,5-a][1,3,5]triazin-4-amine